COC=1C=C(CN(C(CNC(OC(C)(C)C)=O)=O)CC2=CC(=CC=C2)OC)C=CC1 tert-butyl 2-(bis(3-methoxybenzyl) amino)-2-oxoethylcarbamate